C(C)OS(=O)(=O)O.C(C)N(C)C ethyl-dimethyl-amine ethyl-sulfate